tert-butyl 5-((4-hydroxycyclohexylidene)methyl)-1-methyl-3,4-dihydroisoquinoline-2(1H)-carboxylate OC1CCC(CC1)=CC1=C2CCN(C(C2=CC=C1)C)C(=O)OC(C)(C)C